6-(cyclopropylmethoxy)-N-[3-({[2-fluoro(2,2-dideuterio)ethyl]oxy}methyl)pentan-3-yl]-5-(3-methoxyazetidin-1-yl)pyridine-2-carboxamide C1(CC1)COC1=C(C=CC(=N1)C(=O)NC(CC)(CC)COCC([2H])([2H])F)N1CC(C1)OC